(5S,7S)-N-(2,4-difluorobenzyl)-5-fluoro-12-hydroxy-1,11-dioxo-1,4,5,6,7,11-hexahydro-3H-2,7-methanopyrido[1,2-a][1,4]diazonine-10-carboxamide FC1=C(CNC(=O)C=2C(C(=C3N([C@H]4C[C@H](CCN(C3=O)C4)F)C2)O)=O)C=CC(=C1)F